(5-(((((1R,2S,5R)-2-carbamoyl-7-oxo-1,6-diazabicyclo[3.2.1]oct-6-yl) oxy) sulfonyl) oxy)-4,4-dimethylpentyl) thioacetate C(C)(=S)OCCCC(COS(=O)(=O)ON1[C@@H]2CC[C@H](N(C1=O)C2)C(N)=O)(C)C